ethyl 6-bromo-4-chloro-quinoline-3-carboxylate 6-bromo-4-oxo-1H-quinoline-3-carboxylate BrC=1C=C2C(C(=CNC2=CC1)C(=O)O)=O.BrC=1C=C2C(=C(C=NC2=CC1)C(=O)OCC)Cl